C1(CC1)C=1N=CN(C1)C1=CC=CC2=C1N=C(S2)C(=O)NC2=NC(=CC=C2)C2=NN=CN2C(C)C (4-cyclopropyl-1H-imidazol-1-yl)-N-(6-(4-isopropyl-4H-1,2,4-triazol-3-yl)pyridin-2-yl)benzo[d]thiazole-2-carboxamide